o-carboxyphenylamino-1-deoxyribulose C(=O)(O)C1=C(C=CC=C1)NCC(=O)[C@H](O)[C@H](O)CO